OC1=C(C=CC=C1)CCC=1C=CC(=C(C1)O)OC 5-[2-(2-hydroxyphenyl)ethyl]-2-methoxyphenol